C(C1=CC=CC=C1)OC=1C=C(C(=O)O)C=C(C1OCC1=CC=CC=C1)OCC1=CC=CC=C1 3,4,5-tribenzyloxy-benzoic acid